2-((2S,4R)-2-(4-fluorobenzyl)-4-methylazepan-1-yl)-6-((R)-2-methylmorpholino)pyrimidin-4(3H)-one FC1=CC=C(C[C@H]2N(CCC[C@H](C2)C)C2=NC(=CC(N2)=O)N2C[C@H](OCC2)C)C=C1